OCCCCC(C)(C)[C@@H]1N(C(OC1)(C)C)C(=O)OC(C)(C)C tert-butyl (S)-4-(6-hydroxy-2-methylhexane-2-yl)-2,2-dimethyloxazolidin-3-carboxylate